sodium bis(4-tert-butylbenzene) phosphate P(=O)([O-])([O-])[O-].C(C)(C)(C)C1=CC=CC=C1.C(C)(C)(C)C1=CC=CC=C1.[Na+].[Na+].[Na+]